FC=1C=C(C=CC1C1=CC(=NN1C)C(F)(F)F)C1=NN(C(=C1)C(=O)N)C (3-fluoro-4-(1-methyl-3-(trifluoromethyl)-1H-pyrazol-5-yl)phenyl)-1-methyl-1H-pyrazole-5-carboxamide